C1(CCC1)C1=CC=C(C=C1)N1N=C2C=3C(NCCC13)CN(CCO2)C(\C=C\CN(C)C)=O (E)-1-(2-(4-cyclobutylphenyl)-2,3,4,5,5a,6,8,9-octahydro-7H-10-oxa-1,2,5,7-tetraazacycloocta[cd]inden-7-yl)-4-(dimethylamino)but-2-en-1-one